COC1=NN(C=C1)C1=NC=CN=C1 3-methoxy-1-(pyrazin-2-yl)-1H-pyrazol